OCC1([C@@H](O)[C@H](O)[C@H](O1)CO)N[C@@](CC1=CNC=N1)(C(=O)O)C([C@@H](N)C(C)C)=O fructosyl-α-valyl-histidine